7-(2-(4-(6-fluorobenzo[b]thiophen-4-yl)piperazin-1-yl)ethyl)-2-oxo-3,4-dihydroquinolin FC=1C=C(C2=C(SC=C2)C1)N1CCN(CC1)CCC1=CC=C2CCC(NC2=C1)=O